(3R,5S)-1-benzyl-3-methyl-piperidine-3,5-diol C(C1=CC=CC=C1)N1C[C@@](C[C@@H](C1)O)(O)C